2-bromo-N-(2-(4'-methoxy-[1,1'-biphenyl]-4-carbonyl)phenyl)-N-methylacetamide BrCC(=O)N(C)C1=C(C=CC=C1)C(=O)C1=CC=C(C=C1)C1=CC=C(C=C1)OC